(2S,3S)-ethyl 3-((5-fluoro-2-(2-methyl-5H-pyrrolo[2,3-b]pyrazin-7-yl)-6-(thiophen-2-yl)pyrimidin-4-yl)amino)bicyclo[2.2.2]octane-2-carboxylate FC=1C(=NC(=NC1C=1SC=CC1)C1=CNC2=NC=C(N=C21)C)N[C@@H]2[C@H](C1CCC2CC1)C(=O)OCC